triphenyl-sulfonium octylsulfate C(CCCCCCC)OS(=O)(=O)[O-].C1(=CC=CC=C1)[S+](C1=CC=CC=C1)C1=CC=CC=C1